(S)-N-(5-((5-chloro-4-(7-fluoro-1-methyl-1H-indol-3-yl)pyrimidin-2-yl)amino)-2-(3-(dimethylamino)pyrrolidin-1-yl)phenyl)acetamide ClC=1C(=NC(=NC1)NC=1C=CC(=C(C1)NC(C)=O)N1C[C@H](CC1)N(C)C)C1=CN(C2=C(C=CC=C12)F)C